mesitylethane-1,2-diamine C1(=C(C(=CC(=C1)C)C)C(CN)N)C